O[C@@H]1C[C@H](N(C1)C(C(CN1CCOCC1)C)=O)C(=O)NCC1=CC=C(C=C1)C1=C(N=CS1)C (2S,4R)-4-hydroxy-1-(2-methyl-3-morpholinopropanoyl)-N-(4-(4-methylthiazol-5-yl)benzyl)pyrrolidine-2-carboxamide